N-(2-((4-Amino-6-(3-(4-cyclopropyl-2-fluorobenzamido)-5-fluoro-2-methylphenyl)pyrimidin-5-yl)oxy)ethyl)-N-methyloxirane-2-carboxamide NC1=NC=NC(=C1OCCN(C(=O)C1OC1)C)C1=C(C(=CC(=C1)F)NC(C1=C(C=C(C=C1)C1CC1)F)=O)C